8-fluoro-4-(4-methyl-3-pyridyl)-3,4-dihydrobenzo[f][1,4]oxazepine FC1=CC2=C(CN(CCO2)C=2C=NC=CC2C)C=C1